3-(5-fluoro-2-isocyanato-3-isopropylphenyl)pyridine FC=1C=C(C(=C(C1)C=1C=NC=CC1)N=C=O)C(C)C